3-(5-((2-cyclohexylbenzyl)amino)-2-methyl-4-oxoquinazolin-3(4H)-yl)piperidine-2,6-dione C1(CCCCC1)C1=C(CNC2=C3C(N(C(=NC3=CC=C2)C)C2C(NC(CC2)=O)=O)=O)C=CC=C1